C(C)O[C@H]1C([C@H](C1)N1N=C(C(=C1)NC(=O)C=1N=C(SC1)C=1C=NNC1)C1=NC=CC=C1)F N-(1-((1S,3R)-3-ethoxy-2-fluorocyclobutyl)-3-(pyridin-2-yl)-1H-pyrazol-4-yl)-2-(1H-pyrazol-4-yl)thiazole-4-carboxamide